(S or R)-3-(4-((R)-3-(5-amino-9-fluoro-7-methoxy-[1,2,4]triazolo[1,5-c]quinazolin-2-yl)piperidin-1-yl)-1H-pyrazol-1-yl)-3-methylbutan-2-ol nickel [Ni].NC1=NC=2C(=CC(=CC2C=2N1N=C(N2)[C@H]2CN(CCC2)C=2C=NN(C2)C([C@H](C)O)(C)C)F)OC |o1:27|